(5,5-dimethyltetrahydrofuran-3-yl) methylmethanesulfonate CCS(=O)(=O)OC1COC(C1)(C)C